FC1=CC=C(C=C1)C1CCCCC1 p-fluorocyclohexyl-benzene